tert-butyl 2-[(2-methyl-1-oxo-2,3-dihydro-1H-isoindol-5-yl)amino]-5H,6H,7H,8H-pyrido[3,4-d]pyrimidine-7-carboxylate CN1C(C2=CC=C(C=C2C1)NC=1N=CC2=C(N1)CN(CC2)C(=O)OC(C)(C)C)=O